(Z)-1-(4-chlorobenzyl)-3-((3,5-dimethyl-1H-pyrrol-2-yl)methylene)-5-amino-2-indolone ClC1=CC=C(CN2C(\C(\C3=CC(=CC=C23)N)=C/C=2NC(=CC2C)C)=O)C=C1